3-oxa-6-azabicyclo[3.2.0]heptane C12COCC2NC1